C(C=C)(=O)O.C(C=C)(=O)O.N(=NC1=CC=CC=C1)C1=CC=CC=C1 azobenzene diacrylate